7-{3-[4-(hydroxymethyl)-1H-pyrazol-1-yl]azetidin-1-yl}-5-methyl-4-oxo-1-(1,2,4-thiadiazol-5-yl)-1,4-dihydro-1,8-naphthyridine-3-carboxylic acid OCC=1C=NN(C1)C1CN(C1)C1=CC(=C2C(C(=CN(C2=N1)C1=NC=NS1)C(=O)O)=O)C